5-fluoro-1-(1-((1s,4s)-4-isopropylcyclohexyl)piperidin-4-yl)-3-(pyrrolidin-3-ylmethyl)indolin-2-one FC=1C=C2C(C(N(C2=CC1)C1CCN(CC1)C1CCC(CC1)C(C)C)=O)CC1CNCC1